C(C)(=O)OC(C)(CCC1=CC=CC=C1)C 2-methyl-4-phenylbutan-2-yl acetate